N3-methyl-6-[(trifluoromethyl)thio]pyridazine-3,4-diamine CNC=1N=NC(=CC1N)SC(F)(F)F